4-(3,4-dihydroquinolin-1(2H)-ylsulfonyl)-N-(3-(4-fluorophenyl)-1H-pyrazol-5-yl)benzamide N1(CCCC2=CC=CC=C12)S(=O)(=O)C1=CC=C(C(=O)NC2=CC(=NN2)C2=CC=C(C=C2)F)C=C1